CNC(=O)C=1C=CC2=C(OC[C@@H]3N2CCN(C3)C(=O)OC(C)(C)C)N1 tert-Butyl (R)-8-(methylaminocarbonyl)-1,2,4a,5-tetrahydropyrazino[1,2-d]pyrido[2,3-b][1,4]oxazine-3(4H)-carboxylate